2-{[2-(5-Chloropyridin-2-yl)imidazo[1,2-a]pyridin-3-yl]methyl}-2,5-diazabicyclo-[2.2.2]octan-Dihydrochlorid Cl.Cl.ClC=1C=CC(=NC1)C=1N=C2N(C=CC=C2)C1CN1C2CNC(C1)CC2